N1CCC(CC1)OC1=CC=C(C=C1)C=1C=CC=2N(C1)C(=NN2)C(F)(F)F 6-[4-(piperidin-4-yloxy)-phenyl]-3-trifluoromethyl-1,2,4-triazolo-[4,3-a]pyridine